3-fluoro-2-methoxy-4-((3aR,6aS)-5-methylhexahydropyrrolo[3,4-c]pyrrol-2(1H)-yl)aniline FC=1C(=C(N)C=CC1N1C[C@@H]2CN(C[C@@H]2C1)C)OC